3-chloro-5-methoxypyridin ClC=1C=NC=C(C1)OC